ClC1=CC=C(C=C1)C1N(C(CC2=CC(=C(C=C12)OC(C)C)OC)=O)C1=CC=C(CNC)C=C1 4-[1-(4-chlorophenyl)-7-isopropoxy-6-methoxy-3-oxo-1,4-dihydroisoquinolin-2-yl]-N-methylbenzylamine